C(#N)C=1C=C(C=CC1)[C@H](C)NC(=O)C1=CC=C2C=C(N(C2=C1)C)C (S)-N-(1-(3-cyanophenyl)ethyl)-1,2-dimethyl-1H-indole-6-carboxamide